N8-((7-chloro-1H-benzo[d]imidazol-2-yl)methyl)-N6,N6-dimethyl-3-(thiophen-3-yl)imidazo[1,2-b]pyridazine-6,8-diamine ClC1=CC=CC2=C1NC(=N2)CNC=2C=1N(N=C(C2)N(C)C)C(=CN1)C1=CSC=C1